7-methoxy-2-(2-morpholino-5-(trifluoromethyl)benzyl)imidazo[1,2-c]quinazolin-5-amine COC1=CC=CC=2C=3N(C(=NC12)N)C=C(N3)CC3=C(C=CC(=C3)C(F)(F)F)N3CCOCC3